(Z)-ethyl 2-amino-2-(((ethoxycarbonyl)oxy)imino)acetate N\C(\C(=O)OCC)=N/OC(=O)OCC